C1=C(C=CC2=CC=CC=C12)C(=O)NN 2-naphthalic hydrazide